6,6-difluoro-1-{7-[7-fluoro-3-(methoxymethoxy)-8-[2-(triisopropylsilyl)ethynyl]naphthalen-1-yl]-2-(methylsulfanyl)pyrido[4,3-d]pyrimidin-5-yl}-1-azaspiro[3.3]heptane FC1(CC2(CCN2C2=NC(=CC=3N=C(N=CC32)SC)C3=CC(=CC2=CC=C(C(=C32)C#C[Si](C(C)C)(C(C)C)C(C)C)F)OCOC)C1)F